N-methyl-3-piperazinyl-1-propylamine CNCCCN1CCNCC1